C(CCCCC)OC(C=C)=O Hexylacrylat